O=C1N(CCC1)CC(=O)NC1=CC=C(C(=O)N)C=C1 4-(2-(2-oxopyrrolidin-1-yl)acetamido)benzamide